Cl.Cl.ClC=1C(=NC2=CC=C(C=C2C1)C=1C=C(C=C(C1)OC)CN)N1CCNCC1 [3-(3-chloro-2-piperazin-1-yl-6-quinolinyl)-5-methoxy-phenyl]methylamine dihydrochloride